4-O-β-D-galactopyranosyl-trans-p-coumaric acid [C@@H]1([C@H](O)[C@@H](O)[C@@H](O)[C@H](O1)CO)OC1=CC=C(/C=C/C(=O)O)C=C1